isopropyl (S)-6-diazo-2-((S)-2-(methylsulfonyl)propanamido)-5-oxohexanoate [N+](=[N-])=CC(CC[C@@H](C(=O)OC(C)C)NC([C@H](C)S(=O)(=O)C)=O)=O